3-chloro-N-((1R,3S)-3-((6-chloro-2-(trifluoromethyl)quinolin-4-yl)amino)cyclohexyl)-1-(piperidin-4-yl)-1H-pyrazole-4-carboxamide ClC1=NN(C=C1C(=O)N[C@H]1C[C@H](CCC1)NC1=CC(=NC2=CC=C(C=C12)Cl)C(F)(F)F)C1CCNCC1